ClC1=C(C=CC=C1Cl)C(=C)C1=NNC=C1 3-(1-(2,3-dichlorophenyl)vinyl)-1H-pyrazole